tert-butyl (S)-7-(4-fluorobenzyl)-2-methyl-6-morpholino-2,3-dihydro-1H-pyrido[2,3-b][1,4]oxazine-1-carboxylate FC1=CC=C(CC2=CC3=C(OC[C@@H](N3C(=O)OC(C)(C)C)C)N=C2N2CCOCC2)C=C1